tert-Butyl (1S,4S)-5-(4-((3-chloro-4-(cyclopropylmethoxy)-2-fluorophenyl)amino)pyrido[3,4-d]pyrimidin-6-yl)-2,5-diazabicyclo[2.2.1]heptane-2-carboxylate ClC=1C(=C(C=CC1OCC1CC1)NC=1C2=C(N=CN1)C=NC(=C2)N2[C@@H]1CN([C@H](C2)C1)C(=O)OC(C)(C)C)F